O=C(CNC(OC(C)(C)C)=O)C1=NC=CC=C1C(F)(F)F tert-butyl {2-oxo-2-[3-(trifluoromethyl)pyridin-2-yl]ethyl}carbamate